COC1=C(C=C(C=C1)CC(=O)N(C)C)NC 2-(4-methoxy-3-(methylamino)phenyl)-N,N-dimethylacetamide